2-{3,5-bis(9,9-dimethylfluoren-2-yl)-phenyl}-4,6-diphenyl-1,3,5-triazine CC1(C2=CC=CC=C2C=2C=CC(=CC12)C=1C=C(C=C(C1)C1=CC=2C(C3=CC=CC=C3C2C=C1)(C)C)C1=NC(=NC(=N1)C1=CC=CC=C1)C1=CC=CC=C1)C